OC(CCN1N=CC(=C1)C1=CN2C(S1)=C(C=N2)C(=O)NC=2C(=NC=C(C2)C(NCCN2C(CCC2)(C)C)=O)C)CO 2-(1-(3,4-Dihydroxybutyl)-1H-pyrazol-4-yl)-N-(5-((2-(2,2-dimethylpyrrolidin-1-yl)ethyl)carbamoyl)-2-methylpyridin-3-yl)pyrazolo[5,1-b]thiazole-7-carboxamide